n-butyl-4,4-di-(t-butyl peroxy)-valerate C(CCC)OC(CCC(C)(OOC(C)(C)C)OOC(C)(C)C)=O